1-(2-(3-chloro-4-(6-(1-methylcyclopropoxy)-9-((4-methylpyridin-2-yl)methyl)-9H-purin-8-yl)phenoxy)ethyl)azetidin-2-one ClC=1C=C(OCCN2C(CC2)=O)C=CC1C=1N(C2=NC=NC(=C2N1)OC1(CC1)C)CC1=NC=CC(=C1)C